C(#N)[C@@H]1[C@H](C1)C1=NC=2N(C=C1)N=CC2C2CC21N(CCC(C1)C(=O)N)C(=O)C1=NNC(=C1)C1=CC(=NC=C1F)OC (5-((1S,2S)-2-cyanocyclopropyl)pyrazolo[1,5-a]pyrimidin-3-yl)-4-(5-(5-fluoro-2-methoxypyridin-4-yl)-1H-pyrazole-3-carbonyl)-4-azaspiro[2.5]octane-7-carboxamide